OC=C1C(C=2N(CCC1)N=C1C2CN(CC1)C(=O)OC(C)(C)C)=O tert-Butyl 10-(hydroxymethylene)-11-oxo-3,4,8,9,10,11-hexahydro-1H-pyrido[4',3':3,4]-pyrazolo[1,5-a]azepine-2(7H)-carboxylate